BrC1=C(C=CC=C1Cl)N1C=NN(C1=O)CSC1=CC(=C(OCC(=O)OCC)C=C1)C Ethyl 2-(4-(((4-(2-bromo-3-chloro-phenyl)-5-oxo-4,5-dihydro-1H-1,2,4-triazol-1-yl)methyl)thio)-2-methyl-phenoxy)acetate